N-methyl-diisobutylamine CN(CC(C)C)CC(C)C